NCC1=NC=C(C(=O)OCC)C(=C1)C1=C(C=CC=C1OC)F ethyl 6-(aminomethyl)-4-(2-fluoro-6-methoxyphenyl)nicotinate